C(C1=CC=CC=C1)N1C(C(CC2=CC(=CC=C12)Br)C)=O 1-benzyl-6-bromo-3-methyl-3,4-dihydroquinolin-2(1H)-one